[N+](=O)([O-])C=1C=C(C=CC1)P(C)(C)=O 3-nitrophenyldimethyl-Phosphine oxide